F.C(CCCCCCCCCCCCCCC)N cetyl-amine hydrofluoric acid salt